naphthalene-1,5-disulfonate hydrate O.C1(=CC=CC=2C(=CC=CC12)S(=O)(=O)O)S(=O)(=O)O